N-(4-{[3-(2,3-difluorophenyl)-1-{[2-(trimethylsilyl)ethoxy]methyl}-1H-pyrrolo[2,3-b]pyridin-4-yl]oxy}-3,5-difluorophenyl)-N'-[(3-fluorooxetan-3-yl)methyl]urea FC1=C(C=CC=C1F)C1=CN(C2=NC=CC(=C21)OC2=C(C=C(C=C2F)NC(=O)NCC2(COC2)F)F)COCC[Si](C)(C)C